Ethyl ({4-chloro-6-[(3S)-tetrahydrofuran-3-ylcarbamoyl]pyridin-2-yl}carbamothioyl)carbamate ClC1=CC(=NC(=C1)C(N[C@@H]1COCC1)=O)NC(=S)NC(OCC)=O